2-(2-hydroxypyridin-3-yl)-N-(5-(1-isopropylpiperidine-2-carboxamido)-2-methylpyridin-3-yl)pyrazolo[5,1-b]thiazole-7-carboxamide OC1=NC=CC=C1C1=CN2C(S1)=C(C=N2)C(=O)NC=2C(=NC=C(C2)NC(=O)C2N(CCCC2)C(C)C)C